NC(C(O)C1=C2C=CC(NC2=C(C=C1)O)=O)CC 5-(2-amino-1-hydroxybutyl)-8-hydroxyquinolone